C1(CCCCC1)C(=O)N1CCCC2=CC(=CC=C12)[C@H]1[C@@H](C1)NCC1CCNCC1 trans-cyclohexyl-(6-(2-(piperidin-4-ylmethylamino)cyclopropyl)-3,4-dihydroquinolin-1(2H)-yl)methanone